C1(CC1)C1=C(C(=NO1)C1=C(C=NC=C1Cl)Cl)COC12CCC(CC1)(CC2)COC=2C=C1C(=CC=NC1=CC2)OCC2COC2 6-((4-((5-Cyclopropyl-3-(3,5-dichloropyridin-4-yl)isoxazol-4-yl)methoxy)bicyclo[2.2.2]octan-1-yl)methoxy)-4-(oxetan-3-ylmethoxy)chinolin